N'-hydroxy-3-[3-(p-tolyl)ureido]benzamidine ON=C(C1=CC(=CC=C1)NC(=O)NC1=CC=C(C=C1)C)N